C1(=CC=C(C=C1)N1N=CC(=C1)C=1CCN(CC1)C(=O)OC(C)(C)C)C tert-butyl 4-[1-(p-tolyl)-1H-pyrazol-4-yl]-3,6-dihydro-2H-pyridine-1-carboxylate